(2S,6R)-2,6-dimethyl-4-(3-(3-methyl-1H-pyrazolo[3,4-b]pyridin-5-yl)imidazo[1,2-b]pyridazin-6-yl)morpholine C[C@H]1CN(C[C@H](O1)C)C=1C=CC=2N(N1)C(=CN2)C=2C=C1C(=NC2)NN=C1C